2-cyano-3,3-bis(methylsulfanyl)prop-2-enoic acid C(#N)C(C(=O)O)=C(SC)SC